(5-(1-((4-bromophenyl)sulfonyl)-1,2,5,6-tetrahydropyridin-4-yl)-3-hydroxy-pyridine-2-carbonyl)glycine methyl ester COC(CNC(=O)C1=NC=C(C=C1O)C1=CCN(CC1)S(=O)(=O)C1=CC=C(C=C1)Br)=O